FC(C(=O)NC1=C(C=C(C=C1)NCC1=CC=C(C=C1)C(F)(F)F)NC)C(CCCCC)F 2,3-Difluoro-N-(2-(methylamino)-4-((4-(trifluoromethyl)benzyl)amino)phenyl)octanamid